C1(CCCCC1)C1=C(C(=CC(=C1)[N+](=O)[O-])[N+](=O)[O-])O 2-cyclohexyl-4,6-dinitrophenol